(4-(4-((6-chloro-4-(3-hydroxypiperidin-1-yl)pyridin-3-yl)ethynyl)-1H-pyrazol-1-yl)piperidin-1-yl)ethan-1-one ClC1=CC(=C(C=N1)C#CC=1C=NN(C1)C1CCN(CC1)C(C)=O)N1CC(CCC1)O